CC(C#CN1N=C(C2=CC(=CC=C12)C1=CC(=NC=C1)NC1=NC=CC=N1)N)(C)C (3,3-dimethylbut-1-yn-1-yl)-5-(2-(pyrimidin-2-ylamino)pyridin-4-yl)-1H-indazol-3-amine